ClC1=CC=C(C=C1)N1N=CC(=C1)C=1OC2=C(C=C(C=C2C(C1)=O)C)C(C)NC1=C(C(=O)OC(C)(C)C)C=CC=C1 tert-Butyl 2-[1-[2-[1-(4-chlorophenyl)pyrazol-4-yl]-6-methyl-4-oxo-chromen-8-yl]ethylamino]benzoate